tert-Butyl 2-(3-carbamoyl-5-(1H-pyrazol-4-yl)-1H-indazol-1-yl)acetate C(N)(=O)C1=NN(C2=CC=C(C=C12)C=1C=NNC1)CC(=O)OC(C)(C)C